tert-butyl 9-(4-((2,6-dioxopiperidin-3-yl)oxy)phenyl)-3,9-diazaspiro[5.5]undecane-3-carboxylate O=C1NC(CCC1OC1=CC=C(C=C1)N1CCC2(CCN(CC2)C(=O)OC(C)(C)C)CC1)=O